C1(CC1)OC1=NC=CC(=C1)C1(CC(C1)O)F 3-[2-(cyclopropyloxy)pyridin-4-yl]-3-fluoro-cyclobutanol